6-(5-((Z)-((1r,2s,5s)-2-fluoro-8-azabicyclo[3.2.1]oct-3-ylidene)methyl)pyrazin-2-yl)isoquinolin-7-ol F[C@@H]\1[C@H]2CC[C@@H](C/C1=C/C=1N=CC(=NC1)C=1C=C3C=CN=CC3=CC1O)N2